COC1=CC=C2C(=CC(NC2=C1)=O)C 7-methoxy-4-methyl-1H-quinolin-2-one